C(#N)C=1C=C(C=CC1N1CCCC1)C1=NC(=NC=C1)NC1=CC=C(C(=O)NC(C)C)C=C1 4-[[4-(3-cyano-4-pyrrolidin-1-ylphenyl)pyrimidin-2-yl]amino]-N-propan-2-ylbenzamide